Cl.CC1(CNCC(O1)C=1C=NN(C1)C)C 2,2-dimethyl-6-(1-methyl-1H-pyrazol-4-yl)morpholine HCl salt